N=1C=CN2C1C[C@H](CC2)COC2=CC=C(C=N2)CNC2=C1C=CN=C(C1=CC=C2)NC(OC)=O |o1:6| methyl (S*)-(5-(((6-((5,6,7,8-tetrahydroimidazo[1,2-a]pyridin-7-yl)methoxy)pyridin-3-yl)methyl)amino)isoquinolin-1-yl)carbamate